α-glycidoxy-propyltrimethoxysilane C(C1CO1)OC(CC)[Si](OC)(OC)OC